methyl (3S)-3-cyclopropyl-3-(3-hydroxyphenyl)propanoate C1(CC1)[C@H](CC(=O)OC)C1=CC(=CC=C1)O